BrC1=C(C(=C(C(=C1)F)CC(=O)O)F)F 2-(4-bromo-2,3,6-trifluoro-phenyl)acetic acid